C1(CC1)CCN(C1=CC(=CC=C1)[N+](=O)[O-])C1=CC=CC=C1 N-(2-cyclopropylethyl)-3-nitro-N-phenylaniline